Rac-tert-butyl (3aS,6aS)-hexahydropyrrolo[3,4-c]pyrrole-2(1H)-carboxylate C1N(C[C@H]2[C@H]1CNC2)C(=O)OC(C)(C)C |r|